3-((7-(4-chlorobenzyl)-8-oxo-3,4,7,8-tetrahydro-2,7-naphthyridin-2(1H)-yl)methyl)benzonitrile ClC1=CC=C(CN2C=CC=3CCN(CC3C2=O)CC=2C=C(C#N)C=CC2)C=C1